Bisphenol Dicyanat [O-]C#N.[O-]C#N.C1(=CC=CC=C1)O.C1(=CC=CC=C1)O